C(=C)[Si](NCCCC)(NCCCC)NCCCC vinyltris(n-butylamino)silane